ClC=1C=C(C=CC1)CCC(=O)NC1=C(C(=NN1)C1=CC=NC=C1)C 3-(3-Chlorophenyl)-N-(4-methyl-3-(pyridin-4-yl)-1H-pyrazol-5-yl)propanamide